N2-(2-(4-methylpiperazin-1-yl)-2-phenylethyl)oxalamide CN1CCN(CC1)C(CNC(C(=O)N)=O)C1=CC=CC=C1